F[C@@H]1[C@@]2(C1)CN(C(C1=CC=C(C(=C12)F)I)=O)CC(=O)O 2-[(2'S,4r)-2',5-difluoro-6-iodo-1-oxo-spiro[3H-isoquinolin-4,1'-cyclopropan]-2-yl]acetic acid